COC1=C(C=C(CC(C(=O)OCC)C(C)=O)C=C1)C#C[Si](C)(C)C ethyl 2-(4-methoxy-3-((trimethylsilyl) ethynyl) benzyl)-3-oxobutyrate